FC1=CC(=CC=2N(C(=NC21)C)C(C)C)C2=CNC=1N=C(N=CC12)NC 5-(4-fluoro-1-isopropyl-2-methyl-1H-benzo[d]imidazol-6-yl)-N-methyl-7H-pyrrolo[2,3-d]pyrimidin-2-amine